4-(3-(4-((1s,4s)-4-(4-Amino-3-(4-phenoxyphenyl)-1H-pyrazolo[3,4-d]pyrimidin-1-yl)cyclohexyl)piperazin-1-yl)azetidin-1-yl)-5-fluorobenzene-1,2-dicarboxylic acid NC1=C2C(=NC=N1)N(N=C2C2=CC=C(C=C2)OC2=CC=CC=C2)C2CCC(CC2)N2CCN(CC2)C2CN(C2)C=2C=C(C(=CC2F)C(=O)O)C(=O)O